C1(=CC=CC=C1)P(C#CC1=CC=CC=C1)C1=CC=CC=C1 diphenyl-(phenylethynyl)phosphine